(S)-N-(5-methoxy-1,2,3,4-tetrahydronaphthalen-2-yl)-5-(4,4,5,5-tetramethyl-1,3,2-dioxaborolan-2-yl)pyrimidin-2-amine COC1=C2CC[C@@H](CC2=CC=C1)NC1=NC=C(C=N1)B1OC(C(O1)(C)C)(C)C